C(C1=CC=CC=C1)OC=1C=C2CCC=C(C2=CC1)C1=C(C=C(C=C1C)N1CCC(CC1)C(OC)OC)F 1-[4-(6-benzyloxy-3,4-dihydronaphthalen-1-yl)-3-fluoro-5-methyl-phenyl]-4-(dimethoxymethyl)piperidine